C(CCCCCCCCCCCCCCCCCCCCCC)OCCCCCCCCCCCCCCCCCCCCCCCC n-tetracosyl triacosyl ether